lithium bis(trifluoromethylsulfonamide) FC(F)(F)S(=O)(=O)N.FC(F)(F)S(=O)(=O)N.[Li]